C1(CCC1)OC1=CC(=NC=C1)CC(=O)NC1=CC=C(N=N1)CCC(CN1N=NC(=C1)C(=O)NC)F 1-(4-(6-(2-(4-cyclobutoxy-pyridin-2-yl)acetamido)pyridazin-3-yl)-2-fluorobutyl)-N-methyl-1H-1,2,3-triazole-4-carboxamide